6-(2-hydroxy-2-methylpropoxy)-4-(6-(1-(isobutylimino)-1-oxothiomorpholinyl)pyridin-3-yl)pyrazolo[1,5-a]pyridine-3-carbonitrile OC(COC=1C=C(C=2N(C1)N=CC2C#N)C=2C=NC(=CC2)N2CCS(CC2)(=O)=NCC(C)C)(C)C